2-[2-hydroxy-4-oxo-7-(trimethoxysilyl)heptylamino]-5-(2-hydroxyethylthio)-1,3,4-thiadiazole OC(CNC=1SC(=NN1)SCCO)CC(CCC[Si](OC)(OC)OC)=O